methyl 2-[5-chloro-2-methoxy-4-[2-oxo-2-[[2-[[1-(trifluoromethyl)cyclopropyl]carbamoyl]-4-pyridyl]amino]ethyl] phenyl]-2-methyl-propanoate ClC=1C(=CC(=C(C1)C(C(=O)OC)(C)C)OC)CC(NC1=CC(=NC=C1)C(NC1(CC1)C(F)(F)F)=O)=O